C[C@@H]1N(C[C@@H](C1)OC1=NC=2CCCCC2C=N1)CC1=CN=C(S1)NC(C)=O N-(5-(((2S,4R)-2-methyl-4-((5,6,7,8-tetrahydroquinazolin-2-yl)oxy)pyrrolidin-1-yl)methyl)thiazol-2-yl)acetamide